C(C)C1=NC=CC(C1OC(=O)C(C)(C)C)=O 2-ethyl-3-t-butylcarbonyloxy-pyridin-4-one